C(C)(C)(C)C1C(CCCC1)O 2-tert.-Butylcyclohexanol